1,4,5,8,9,12-hexaazatriphenylene-2,3,6,7,10,11-hexacarbonitrile N1=C(C(=NC=2C3=NC(=C(N=C3C3=NC(=C(N=C3C12)C#N)C#N)C#N)C#N)C#N)C#N